ClC=1N=CC=2C3=C(C(=NC2C1F)SC)N=C(N3C3C1CN(C3C1)C(=O)[O-])CCC(=O)N(C)C 5-(7-chloro-2-(3-(dimethylamino)-3-oxopropyl)-6-fluoro-4-(methylthio)-1H-imidazo[4,5-c][1,6]naphthyridin-1-yl)-2-azabicyclo[2.1.1]hexane-2-carboxylate